C(CCCC)O[Mg]OCCCCC dipentoxymagnesium